[Cl-].[Cl-].C1(CCCCC1)C(=[Hf+2](C1=CC=CC=2C3=CC=CC=C3CC12)C1C=CC=C1)C1=CC=CC=C1 (cyclohexyl)(phenyl)methylene(cyclopentadienyl)(fluorenyl)hafnium dichloride